5,9-dioxaspiro[3.5]Nonane C1CCC12OCCCO2